1-(1-Phenylvinyl)cycloheptan-1-ol (2r,4r,6s)-tert-butyl-4-(2-((trans)-4-(dibenzylamino)cyclohexyl)ethoxy)-2,6-dimethylpiperidine-1-carboxylate C(C)(C)(C)[C@@]1(N([C@H](C[C@H](C1)OCC[C@@H]1CC[C@H](CC1)N(CC1=CC=CC=C1)CC1=CC=CC=C1)C)C(=O)OC1(CCCCCC1)C(=C)C1=CC=CC=C1)C